C(C)(C)(C)N(C(O)=O)C=1SC=2C(=NC=C(N2)C2(CC(C2)COC)OC(C)C)N1.FC(C=1C=CC(=NC1)OC1=CC=C(C(=O)NCC(=O)O)C=C1)(F)F (4-((5-(trifluoromethyl)pyridin-2-yl)oxy)benzoyl)glycine tert-butyl-(6-(1-isopropoxy-3-(methoxymethyl)cyclobutyl)thiazolo[4,5-b]pyrazin-2-yl)carbamate